(E)-3-(4-(dimethylamino)but-2-enamido)-N-(4-((4-(pyridin-3-yl)pyrimidin-2-yl)amino)phenyl)benzamide CN(C/C=C/C(=O)NC=1C=C(C(=O)NC2=CC=C(C=C2)NC2=NC=CC(=N2)C=2C=NC=CC2)C=CC1)C